C1(=C(C=CC=C1)C=C(C(=O)[O-])C)C=C(C(=O)[O-])C Phenylen-Dimethacrylat